tert-butyl (3S,5S)-3-{[8-carbamoyl-6-(1-cyclopropyl-1H-pyrazol-4-yl) pyrido[3,2-d]pyrimidin-4-yl] amino}-5-fluoropiperidine-1-carboxylate C(N)(=O)C1=CC(=NC2=C1N=CN=C2N[C@@H]2CN(C[C@H](C2)F)C(=O)OC(C)(C)C)C=2C=NN(C2)C2CC2